BrC=1C(=C(C=C(C1)F)C1(CC1)C(=O)OCC)O Ethyl 1-(3-bromo-5-fluoro-2-hydroxyphenyl)cyclopropane-1-carboxylate